NC1=NC=CC=C1C1=NC=2C(=NC(=CC2)N2N=CC=3C2=NC=CC3)N1C=1C=C3CC[C@@H](C3=CC1)NC(C1=C(C(=C(C(=C1)C=O)O)F)F)=O (S)-N-(5-(2-(2-aminopyridin-3-yl)-5-(1H-pyrazolo[3,4-b]pyridin-1-yl)-3H-imidazo[4,5-b]pyridin-3-yl)-2,3-dihydro-1H-inden-1-yl)-2,3-difluoro-5-formyl-4-hydroxybenzamide